C(C)(=O)N1CC(C1)C1=CC=2N(C=C1)C(=CN2)C2=CC(=C(C(=O)NC1CC1)C(=C2)OC)OC(F)F 4-[7-(1-Acetylazetidin-3-yl)imidazo[1,2-a]pyridin-3-yl]-N-cyclopropyl-2-(difluoromethoxy)-6-methoxy-benzamide